C1(CC1)S(=O)(=O)N1CCC(CC1)NC1=NC=C(C(=N1)C1=C(C2=C(C3(N(C2=O)C)CC3)S1)C)F 2'-[2-[(1-cyclopropylsulfonyl-piperidin-4-yl)amino]-5-fluoropyrimidin-4-yl]-3',5'-dimethyl-spiro[cyclopropane-1,6'-thieno[2,3-c]pyrrole]-4'-one